tert-butyl (2R,6S)-4-(8-bromo-2-oxo-chromen-5-yl)-2,6-dimethyl-piperazine-1-carboxylate BrC=1C=CC(=C2C=CC(OC12)=O)N1C[C@H](N([C@H](C1)C)C(=O)OC(C)(C)C)C